FC1=CC(=C(C=C1)N1CN(C(C2=CC(=CC=C12)C(F)(F)F)=O)C1=C(C=NC=C1)C)C 1-(4-fluoro-2-methylphenyl)-3-(3-methylpyridin-4-yl)-6-(trifluoromethyl)-2,3-dihydro-quinazolin-4(1H)-one